5-(2-chloro-5-fluoropyrimidin-4-yl)pyrazolo[1,5-a]pyridine ClC1=NC=C(C(=N1)C1=CC=2N(C=C1)N=CC2)F